OC(CCN1N=C2C=C(C(=CC2=C1)NC(C1=NC(=CC=C1)C1=CSC=C1)=O)N1CCOCC1)(C)C N-(2-(3-hydroxy-3-methylbutyl)-6-morpholino-2H-indazol-5-yl)-6-(thiophene-3-yl)picolinamide